ClC1=C2C(=NC=C1C#CC1=CSC=C1)NC=C2 4-chloro-5-(thien-3-ylethynyl)-1H-pyrrolo[2,3-b]pyridine